COC1=C(C=CC(=C1)OC)C=1SC(=CC1)C 2-(2,4-dimethoxyphenyl)-5-methylthiophene